OCC12CCC(CC1)(CC2)C(=O)O 4-(hydroxymethyl)bicyclo[2.2.2]octane-1-carboxylic acid